C(CCCCCCCCO)O 1,9-non-anediol